ClC1=NC2=CC=CC=C2C=C1CN1N=NC(=C1C)C(C)=O chloro-3-((4-acetyl-5-methyl-1H-1,2,3-triazol-1-yl)methyl)quinoline